O=C1NC(CCC1N1C(C2=CC=C(C=C2C1=O)CC(C(=O)N)N1CC(CCC1)N1N=CC(=C1)C1=NC2=CC=CC=C2N=C1)=O)=O ((2-(2,6-Dioxopiperidin-3-yl)-1,3-dioxoisoindolin-5-yl)methyl)-2-(3-(4-(quinoxalin-2-yl)-1H-pyrazol-1-yl)piperidin-1-yl)acetamide